BrC1=C(C=C(C#N)C=C1)C=1NC=CN1 4-bromo-3-(1H-imidazol-2-yl)benzonitrile